N-ethyl-N-methyl-2-((9-(methylthio)-5,6-dihydrothieno[3,4-h]quinazolin-2-yl)thio)acetamide C(C)N(C(CSC1=NC=2C=3C(CCC2C=N1)=CSC3SC)=O)C